ClC=1C=CC=C2C(=CNC12)C[C@@H]1C(N(C(N1)=O)CCCCC1=CC(=C(C=C1)C)C#CC1=CN=C2N1N=CC=C2)=O (R)-5-((7-Chloro-1H-indol-3-yl)methyl)-3-(4-(3-(imidazo[1,2-b]pyridazin-3-ylethynyl)-4-methylphenyl)butyl)imidazolidin-2,4-dion